BrC1=CC=C(C2=C1NC=N2)C(=O)OC2=CC=CC(=C2)C(F)(F)F 5-(trifluoromethyl)phenyl 7-bromo-1H-benzo[d]imidazole-4-carboxylate